OCCCC=O 4-hydroxybutan-1-one